FC1=CC=C(C=C1)C=1N=C2COCCN2C1C=1SC=C(N1)C(=O)O 2-(2-(4-fluorophenyl)-6,8-dihydro-5H-imidazo[2,1-c][1,4]oxazin-3-yl)thiazole-4-carboxylic acid